4-((3-([1,1'-biphenyl]-3-yl)-1H-pyrazol-1-yl)methyl)-1-methylpiperidine C1(=CC(=CC=C1)C1=NN(C=C1)CC1CCN(CC1)C)C1=CC=CC=C1